2-(4-chlorophenyloxy)benzoic acid ClC1=CC=C(C=C1)OC1=C(C(=O)O)C=CC=C1